S1C(=CC=C1B1OC(C)(C)C(C)(C)O1)C=1SC=CC1 2,2'-bithiophene-5-boronic acid pinacol ester